copper-barium oxide [O-2].[Ba+2].[Cu+2].[O-2]